C(C#CC#CCNC(=O)NCCCCCC(C)C)NC(=O)NCCCCCC(C)C 1,1'-(hexa-2,4-diyne-1,6-diyl)bis(3-(6-methylheptyl)urea)